C(C)(C)(C)OC(=O)N1[C@@H](C[C@@H](C1)C#N)C(=O)O (2s,4s)-1-[(tert-butoxy)carbonyl]-4-cyanopyrrolidine-2-carboxylic acid